N-(4-{[6-(5-chloro-2-fluorophenyl)-3-[methyl(4,4,4-trifluoro-3-hydroxybutyl)amino]pyridazin-4-yl]amino}pyridin-2-yl)-3-(4-methylpiperazin-1-yl)propanamide ClC=1C=CC(=C(C1)C1=CC(=C(N=N1)N(CCC(C(F)(F)F)O)C)NC1=CC(=NC=C1)NC(CCN1CCN(CC1)C)=O)F